2-(2-fluoro-4-(methylsulfonyl)phenyl)-6-(4-(hexahydropyrrolo[1,2-a]pyrazin-2(1H)-yl)phenyl)-1-methyl-1H-pyrrolo[3,2-b]pyridine FC1=C(C=CC(=C1)S(=O)(=O)C)C1=CC2=NC=C(C=C2N1C)C1=CC=C(C=C1)N1CC2N(CC1)CCC2